CC1(C2=CC=CC=C2C=2C=CC(=CC12)N(C=1C=C2C(CC(C2=CC1)(C)C1=CC=C(C=C1)N(C1=CC=2C(C3=CC=CC=C3C2C=C1)(C)C)C1=CC=2C(C3=CC=CC=C3C2C=C1)(C)C)(C)C)C1=CC=2C(C3=CC=CC=C3C2C=C1)(C)C)C N-(4-(5-(Bis(9,9-dimethyl-9H-fluoren-2-yl)amino)-1,3,3-trimethyl-2,3-dihydro-1H-inden-1-yl)phenyl)-N-(9,9-dimethyl-9H-fluoren-2-yl)-9,9-dimethyl-9H-fluoren-2-amine